2-((4-(2-(4-Chloro-2-fluorophenyl)-2-methylbenzo[d][1,3]dioxol-4-yl)piperidin-1-yl)methyl)-4-(methoxy-d3)-1-(((S)-oxetan-2-yl)methyl)-1H-benzo[d]imidazole-6-carboxylic acid ClC1=CC(=C(C=C1)C1(OC2=C(O1)C=CC=C2C2CCN(CC2)CC2=NC1=C(N2C[C@H]2OCC2)C=C(C=C1OC([2H])([2H])[2H])C(=O)O)C)F